CC1=C(C=C(C=C1)C)C1=NOC(=N1)C1C(C12CCN(CC2)S(=O)(=O)C)(F)F 2-[3-(2,5-Dimethylphenyl)-1,2,4-oxadiazol-5-yl]-1,1-difluoro-6-(methylsulfonyl)-6-azaspiro[2.5]octane